tert-butyl (((1r,4r)-4-((2-(2,6-dioxopiperidin-3-yl)-1-oxoisoindolin-4-yl)(pentyl)amino)cyclohexyl) methyl)carbamate O=C1NC(CCC1N1C(C2=CC=CC(=C2C1)N(C1CCC(CC1)CNC(OC(C)(C)C)=O)CCCCC)=O)=O